2-(4-amino-6-(trifluoromethyl)-1H-indazol-1-yl)acetonitrile NC1=C2C=NN(C2=CC(=C1)C(F)(F)F)CC#N